ethyl 2-(6-acetoxy-1,1-dimethyl-2,3-dihydro-1H-inden-5-yl)-4-((4-methoxybenzyl) amino)-6-methylpyrimidine-5-carboxylate C(C)(=O)OC1=C(C=C2CCC(C2=C1)(C)C)C1=NC(=C(C(=N1)NCC1=CC=C(C=C1)OC)C(=O)OCC)C